(R)-N-(1-(3,5-di(thiophen-2-yl)phenyl)ethyl)-2-methyl-5-(2-(pyrrolidin-1-yl)ethoxy)-benzamide S1C(=CC=C1)C=1C=C(C=C(C1)C=1SC=CC1)[C@@H](C)NC(C1=C(C=CC(=C1)OCCN1CCCC1)C)=O